2'-chloro-N-(5-(4-(difluoromethyl)-3-methoxypicolinoyl)-5,6-dihydro-4H-pyrrolo[3,4-d]thiazol-2-yl)-5'-methoxy-6-methyl-[4,4'-bipyridine]-3-carboxamide ClC1=NC=C(C(=C1)C1=C(C=NC(=C1)C)C(=O)NC=1SC2=C(N1)CN(C2)C(C2=NC=CC(=C2OC)C(F)F)=O)OC